CCCCCCCCCCC n-Undecan